N[C@H]1C(N(C=CC=C1)S(=O)(=O)C(F)(F)F)=O (R)-3-amino-1-((trifluoromethyl)sulfonyl)azepin-2-one